5-chloro-7-((2S,5R)-4-(1-(4-chlorophenyl)-2-methylpropyl)-2,5-dimethylpiperazin-1-yl)-2-methyl-3-(((S)-tetrahydrofuran-2-yl)methyl)-3H-imidazo[4,5-b]pyridine ClC1=CC(=C2C(=N1)N(C(=N2)C)C[C@H]2OCCC2)N2[C@H](CN([C@@H](C2)C)C(C(C)C)C2=CC=C(C=C2)Cl)C